ClC1=NC=CC=C1N1N=CC2=CC=CC=C12 (2-chloropyridin-3-yl)-1H-indazole